FC(N1N=CC=C1C(=O)N1[C@@H](C2=C(CC1)NC=N2)C=2OC1=C(N2)C=C(C=C1)OC)F (S)-(1-(difluoromethyl)-1H-pyrazol-5-yl)(4-(5-methoxybenzo[d]oxazol-2-yl)-6,7-dihydro-1H-imidazo[4,5-c]pyridin-5(4H)-yl)methanone